C1(=CC=CC=C1)C1=C(C(=C2C(=C1)N=C1C=CC3=C4C=CC=CC4=NC3=C12)B(C1=C(C(=C(C=C1)C)C)C)C1=C(C(=C(C=C1)C)C)C)C1=CC=CC=C1 diphenyl[bis(trimethylphenyl)boranyl]indolocarbazole